1,5-bis(phenylmethyloxy)-2-chloro-4-nitrobenzene C1(=CC=CC=C1)COC1=C(C=C(C(=C1)OCC1=CC=CC=C1)[N+](=O)[O-])Cl